4-hydroxymethylbenzoic acid OCC1=CC=C(C(=O)O)C=C1